[(2S)-1-(4-{[(3-Chloro-4-methoxyphenyl)methyl]amino}-5-{[(pyrimidin-2-yl)methyl]carbamoyl}pyrimidin-2-yl)pyrrolidin-2-yl]methyl 6-(nitrooxy)hexanoate [N+](=O)([O-])OCCCCCC(=O)OC[C@H]1N(CCC1)C1=NC=C(C(=N1)NCC1=CC(=C(C=C1)OC)Cl)C(NCC1=NC=CC=N1)=O